O[C@@H]1[C@H](O[C@H]([C@@H]1O)N1C2=NC=NC(=C2N=C1)NCC1=CC(=CC=C1)CO)COCP(O)(O)=O [(2R,3S,4R,5R)-3,4-dihydroxy-5-[6-[[3-(hydroxymethyl)-phenyl]methylamino]-purin-9-yl]tetrahydro-furan-2-yl]methoxy-methylphosphonic acid